COC(=O)C1N(C(C(C1)O[Si](C)(C)C(C)(C)C)=O)C(=O)OC(C)(C)C 4-((tert-butyldimethylsilyl)oxy)-5-oxopyrrolidine-1,2-dicarboxylic acid 1-(tert-butyl) 2-methyl ester